ClC=1C=2N(C=CC1)C(=CN2)I 8-chloro-3-iodoimidazo[1,2-a]pyridine